N-(1-((2R,4R,5R)-3,3-difluoro-4-hydroxy-5-(hydroxymethyl)oxolan-2-yl)-2-oxo-1,2-dihydropyrimidin-4-yl)-2-propylpentanamide FC1([C@@H](O[C@@H]([C@H]1O)CO)N1C(N=C(C=C1)NC(C(CCC)CCC)=O)=O)F